2-methyl-1,5-pentanediol pimelate C(CCCCCC(=O)O)(=O)O.CC(CO)CCCO